N-[(1-methylindol-5-yl)methyl]butanamide CN1C=CC2=CC(=CC=C12)CNC(CCC)=O